C1(CCCCC1)N.CC1=CC=CC=2NN=NC21 methylbenzotriazole cyclohexylamine salt